C(CCCCCCCCCCCCCCCC)(=O)OC(CO)CO 2-heptadecanoyl-sn-glycerol